tert-butyl (1S)-5-(benzyloxy)-1-[(methanesulfonyloxy)methyl]-9-methyl-1H,2H,3H-benzo[e]indole-3-carboxylate C(C1=CC=CC=C1)OC=1C2=C(C=3[C@@H](CN(C3C1)C(=O)OC(C)(C)C)COS(=O)(=O)C)C(=CC=C2)C